The molecule is a 2-carboxyacyl CoA(5-) arising from deprotonation of phosphate, diphosphate and carboxylic acid functions of 2-carboxylauroyl-CoA; major species at pH 7.3. It is a conjugate base of a 2-carboxylauroyl-CoA. CCCCCCCCCCC(C(=O)[O-])C(=O)SCCNC(=O)CCNC(=O)[C@@H](C(C)(C)COP(=O)([O-])OP(=O)([O-])OC[C@@H]1[C@H]([C@H]([C@@H](O1)N2C=NC3=C(N=CN=C32)N)O)OP(=O)([O-])[O-])O